ethyl-3-(((isopropylamino)methylene)amino)-1-(pyridin-3-yl)-1H-pyrazole-4-carboxylate C(C)OC(=O)C=1C(=NN(C1)C=1C=NC=CC1)N=CNC(C)C